4-amino-N-(bicyclo[1.1.1]pentan-1-yl)-7-fluoro-N-((1'-methyl-3H-spiro[benzofuran-2,4'-piperidin]-5-yl)Methyl)-1,3-dihydrofurano[3,4-c]quinoline-8-carboxamide NC1=NC=2C=C(C(=CC2C2=C1COC2)C(=O)N(CC=2C=CC1=C(CC3(CCN(CC3)C)O1)C2)C21CC(C2)C1)F